ClC1=C2C=CNC2=CC(=C1)NC1=NC2=C(N1)C=CC(=C2)C=2C=NN(C2)CCOC N-(4-chloro-1H-indol-6-yl)-5-[1-(2-methoxyethyl)-1H-pyrazol-4-yl]-1H-1,3-benzodiazole-2-amine